C(C)N1CC(C=C2C3=C4C(CC12)=CNC4=CC=C3)C(=O)N 7-ethyl-4,6,6a,7,8,9-hexahydroindolo[4,3-fg]quinoline-9-carboxamide